ClC=1C(=NC(=NC1)C1CC(C1)[C@@H]1CN(CCC1)C1CC(C1)(C(=O)O)C)NC(C)C1=C(C=C(C=C1)Cl)F 3-[(3R)-3-[3-[5-chloro-4-[1-(4-chloro-2-fluoro-phenyl)ethylamino]pyrimidin-2-yl]cyclobutyl]-1-piperidyl]-1-methyl-cyclobutanecarboxylic acid